BrC1=C(C=C(S1)C(=O)NC)C 5-Bromo-N,4-dimethylthiophene-2-carboxamide